N'-{5-bromo-6-[(1S)-1-(3,5-difluorophenyl)ethoxy]-2-methylpyridin-3-yl}-N-ethyl-N-methylformamidine BrC=1C=C(C(=NC1O[C@@H](C)C1=CC(=CC(=C1)F)F)C)N=CN(C)CC